(6-(aminomethyl)pyridin-3-yl)phosphonic acid hydrochloride Cl.NCC1=CC=C(C=N1)P(O)(O)=O